1-oxo-2,3-dihydro-1H-isoindole-5-carbonitrile O=C1NCC2=CC(=CC=C12)C#N